N-((3S,5R)-5-methylpiperidin-3-yl)-6,7-dihydrospiro[cyclopenta[d]pyrazolo[1,5-a]pyrimidine-5,1'-cyclopropane]-8-amine C[C@@H]1C[C@@H](CNC1)NC1=C2C(=NC=3N1N=CC3)C3(CC3)CC2